tert-butyl N-[trans-4-[[4-amino-7-[2-cyanoethyl(methyl)amino]-5,5-dimethyl-6H-benzo[h]quinazolin-8-yl]oxy]cyclohexyl]carbamate NC1=NC=NC=2C3=C(CC(C12)(C)C)C(=C(C=C3)O[C@@H]3CC[C@H](CC3)NC(OC(C)(C)C)=O)N(C)CCC#N